NCC1=NNC(C2=CC=C(C=C12)C=1C=NN(C1C1=C(C#N)C=C(C=C1)C)C)=O 2-(4-(4-(aminomethyl)-1-oxo-1,2-dihydrophthalazin-6-yl)-1-methyl-1H-pyrazol-5-yl)-5-methylbenzonitrile